dimethyl trans-4-cyclohexene-1,2-dicarboxylate [C@@H]1([C@@H](CC=CC1)C(=O)OC)C(=O)OC